N1N=CC=2CCC3=C(C12)C=C(O3)C(=O)N 4,5-dihydrofuro[2,3-g]indazole-7-carboxamide